tetrakistriphenylphosphine lithium [Li].C1(=CC=CC=C1)P(C1=CC=CC=C1)C1=CC=CC=C1.C1(=CC=CC=C1)P(C1=CC=CC=C1)C1=CC=CC=C1.C1(=CC=CC=C1)P(C1=CC=CC=C1)C1=CC=CC=C1.C1(=CC=CC=C1)P(C1=CC=CC=C1)C1=CC=CC=C1